bismuth iodide-oxide [Bi](I)(I)(I)=O